CC(C(O)(C)C)(O)C 1,1,2,2-tetramethyl-1,2-ethanediol